CC1=CC=C(C=C1)S(=O)(=O)OCC[C@H]1C(CC[C@H]2C(CCC[C@]12C)(C)C)=C 2-((1S,4aS,8aS)-5,5,8a-trimethyl-2-methylenedecahydronaphthalen-1-yl)ethyl 4-methylbenzenesulfonate